4-(7-(4-methoxybenzyl)-6-oxo-5,6,7,8-tetrahydroimidazo[1,2-a]pyrazin-3-yl)benzonitrile COC1=CC=C(CN2CC=3N(CC2=O)C(=CN3)C3=CC=C(C#N)C=C3)C=C1